Sodium uranyl arsenate [As]([O-])([O-])([O-])=O.[U+2](=O)=O.[Na+]